FC=1C=C(C=C(C1)C1=NC(=NC=C1)N1CC2=CC=C(C=C2C1)N1CCN(CC1)C)C#CN1N=CC2=CC=CC=C12 ((3-fluoro-5-(2-(5-(4-methylpiperazin-1-yl)isoindolin-2-yl)pyrimidin-4-yl)phenyl)ethynyl)-1H-indazole